4-(4-acryloyl-2-methylpiperazin-1-yl)-6-fluoro-1-(2-isopropyl-6-(methylsulfonyl)phenyl)-2-oxo-1,2-dihydropyridine C(C=C)(=O)N1CC(N(CC1)C1=CC(N(C(=C1)F)C1=C(C=CC=C1S(=O)(=O)C)C(C)C)=O)C